NC1=C(C=CC(=N1)CC(=O)N)N=NC1=C(C=CC=C1)O[Si](C)(C)C(C)(C)C (6-amino-5-((2-((tert-butyldimethylsilyl)oxy)phenyl)diazenyl)pyridin-2-yl)acetamide